O[C@@H](CN1N=CC(=C1C(F)(F)F)C(=O)OCC)C ethyl (R)-1-(2-hydroxypropyl)-5-(trifluoromethyl)-1H-pyrazole-4-carboxylate